NCC1=NC(=NO1)C=1N(C=2C=CC=C(C2C1)N[C@H]1[C@H](CN(CC1)C)F)CC(F)(F)F 2-[5-(aminomethyl)-1,2,4-oxadiazol-3-yl]-N-[(3S,4R)-3-fluoro-1-methylpiperidin-4-yl]-1-(2,2,2-trifluoroethyl)-1H-indol-4-amine